N[C@H](C(=O)O)CC1=CN(C2=C(C=CC=C12)Cl)CC (S)-2-amino-3-(7-chloro-1-ethyl-1H-indole-3-yl)propanoic acid